C1(CCCCC1)C1N(CCCC1)C(C(=O)NC=1C=C(C(=NC1)NC(OC(C)(C)C)=O)C)=O tert-butyl N-[5-[[2-(2-cyclohexyl-1-piperidyl)-2-oxo-acetyl]amino]-3-methyl-2-pyridyl]carbamate